C(C)OC1=NC=CC=C1C1=CC(=C2C(=N1)C=NN2C(C)C)NCC2=CC=NC=C2 5-(2-ethoxy-3-pyridinyl)-1-isopropyl-N-(4-pyridylmethyl)pyrazolo[4,3-b]pyridin-7-amine